ClC1=C(C=C(OCC(=O)NC23CC(C2)(C3)C=3C=NC(=CC3)C(=O)N3CC(C3)COC(F)(F)F)C=C1)F 2-(4-chloro-3-fluorophenoxy)-N-[3-(6-{3-[(trifluoromethoxy)methyl]azetidine-1-carbonyl}pyridin-3-yl)bicyclo[1.1.1]pentan-1-yl]acetamide